C[C@H]1CN(C[C@H](O1)C)C1=NC(=C2N1C1=CC(=CC=C1N=C2)C=2C=CC(=NC2)OCCN(C)C)C 2-((5-(1-((2S,6R)-2,6-dimethylmorpholinyl)-3-methylimidazo[1,5-a]quinoxalin-8-yl)pyridin-2-yl)oxy)-N,N-dimethylethan-1-amine